4-(4-(5-cyano-1-Boc-1H-indol-3-yl)furan-2-yl)-4-oxobutyric acid methyl ester COC(CCC(=O)C=1OC=C(C1)C1=CN(C2=CC=C(C=C12)C#N)C(=O)OC(C)(C)C)=O